CC1=CC=C(C=N1)N1N=CC=N1 6-methyl-3-(2H-1,2,3-triazol-2-yl)pyridine